ClC=1C=C(C=CC1)C=1N=C2N(C=CC=C2)C1 2-(3-chlorophenyl)imidazo[1,2-a]pyridine